8-bromo-3-cyclopropyl-6-fluoro-2-(4-methyltetrahydro-2H-pyran-4-yl)quinazolin-4(3H)-one BrC=1C=C(C=C2C(N(C(=NC12)C1(CCOCC1)C)C1CC1)=O)F